CN1C=NC=C1C[C@H](N)C(=O)O L-3-Methylhistidine